COC=1C=C2C=CC(=CC2=CC1)C#CC1(CC1)NC(OC1=CC=CC=C1)=O phenyl (1-((6-methoxy-naphthalen-2-yl)ethynyl)-cyclopropyl)-carbamate